NCCC(CC[Si](OCC)(OCC)OCC)N 3-(2-aminoethyl)-aminopropyltriethoxysilane